Tert-butyl 3-[1-(2,6-dioxopiperidin-3-yl)-3-methyl-2-oxo-1,3-benzodiazol-5-yl]-2,5-dihydropyrrole-1-carboxylate O=C1NC(CCC1N1C(N(C2=C1C=CC(=C2)C=2CN(CC2)C(=O)OC(C)(C)C)C)=O)=O